BrC1=C(C=CC=C1)C=1CC2=C(C=CC(=C2C1)C)C 2-(2-bromophenyl)-4,7-dimethyl-1H-indene